C(C)OC(=O)C=1C=NN(C1)C(C)C=1C=NC(=C(C1)C)F 1-(1-(6-fluoro-5-methylpyridin-3-yl)ethyl)-1H-pyrazole-4-carboxylic acid ethyl ester